CC(=CC(=O)OC)CCC=C(C)C Methyl 3,7-dimethyl-2,6-octadieneoate